C(C)(C)(C)OC(=O)N1CCC2(CC(C2)N2CCC(CC2)C2CCN(CC2)C2=C(C=C(C(=C2)OC)[N+](=O)[O-])C=2C=NN(C2)C)CC1 2-(1'-(5-methoxy-2-(1-methyl-1H-pyrazol-4-yl)-4-nitrophenyl)-[4,4'-bipiperidin]-1-yl)-7-azaspiro[3.5]nonane-7-carboxylic acid tert-butyl ester